FC1=CN=CC=2N=C(NC(C21)=O)C2=CC=NC=C2 5-fluoro-2-(4-pyridyl)-3H-pyrido[3,4-d]pyrimidin-4-one